FC(OC1=CC(=C(C=N1)OCC(C#N)(C)C)C1=CC=2N(C=C1)N=C(C2)NC2=NC=NC(=C2)C)F 3-[[6-(difluoromethoxy)-4-[2-[(6-methylpyrimidin-4-yl)amino]pyrazolo[1,5-a]pyridin-5-yl]-3-pyridyl]oxy]-2,2-dimethyl-propanenitrile